5-oxaspiro[2.4]heptane-6-carboxylic acid C1CC12COC(C2)C(=O)O